Methyl 2-((2-aminopyrazolo[1,5-a]pyrimidine-3-carboxamido)methyl)-5-methylbenzofuran-7-carboxylate NC1=NN2C(N=CC=C2)=C1C(=O)NCC=1OC2=C(C1)C=C(C=C2C(=O)OC)C